2-[(tetrahydro-5-dodecyl-2-furanyl)methyl]propanedioate C(CCCCCCCCCCC)C1CCC(O1)CC(C(=O)[O-])C(=O)[O-]